ONC(CCCCCCNC(=O)N1CC2=C(N(C=3C=CC=CC23)C2=NC=CN=C2)CC1)=O N-(7-(hydroxyamino)-7-oxoheptyl)-5-(pyrazin-2-yl)-1,3,4,5-tetrahydro-2H-pyrido[4,3-b]indole-2-carboxamide